ClC1=C2C3=C(N=CN=C3C=C1C1=C(C=CC=C1OCC1=CC=C(C=C1)OC)C#N)N1[C@H](CO2)CN(CC1)C(=O)OC(C)(C)C tert-butyl (8aS)-6-chloro-5-{2-cyano-6-[(4-methoxyphenyl)methoxy]phenyl}-8a,9,11,12-tetrahydropyrazino[2',1':3,4][1,4]oxazepino-[5,6,7-de]quinazoline-10(8H)-carboxylate